tert-butyl (trans-4-(2-hydroxyethyl)cyclohexyl)carbamate OCC[C@@H]1CC[C@H](CC1)NC(OC(C)(C)C)=O